N-ethyl-5,6-dihydroxyindoline C(C)N1CCC2=CC(=C(C=C12)O)O